FC(C(C(C(C(CC)(F)F)(F)F)(F)F)(F)F)(F)OC 1,1,2,2,3,3,4,4,5,5-decafluoroheptyl-methyl ether